4-(3-((2-((2-(1-hydroxyethyl)-4-((1S,4S)-5-methyl-2,5-diazabicyclo[2.2.1]heptan-2-yl)phenyl)amino)-5-(trifluoromethyl)pyrimidin-4-yl)amino)propyl)-1,4-oxazepan-5-one OC(C)C1=C(C=CC(=C1)N1[C@@H]2CN([C@H](C1)C2)C)NC2=NC=C(C(=N2)NCCCN2CCOCCC2=O)C(F)(F)F